ClC1=C(C=C(C(=C1)F)F)CC(=O)NC1=CC(=C(C=C1)OC1=CC(=CC=C1)Cl)S(N)(=O)=O 2-(2-chloro-4,5-difluorophenyl)-N-[4-(3-chlorophenoxy)-3-sulfamoylphenyl]acetamide